C(C=C)OC[C@@H]1[C@H](OC[C@@H]1CC1=CC(=C(C=C1)OC)OC)C1=CC(=C(C=C1)OC)OC (2S,3R,4R)-3-((Allyloxy)methyl)-4-(3,4-dimethoxybenzyl)-2-(3,4-dimethoxyphenyl)-tetrahydrofuran